C(CCC)(=O)C(OP(OC[C@@H](CO)O)(=O)[O-])(C[N+](C)(C)C)C(CCC)=O dibutyryl-sn-glycero-3-phosphocholine